2,4,7-trichloro-6-methoxyquinazoline ClC1=NC2=CC(=C(C=C2C(=N1)Cl)OC)Cl